[In].[Pd] palladium-Indium